(2-(((2-aminoethyl)(methyl)-amino)methyl)-3-(4,4-bis-(methoxymethyl)cyclohexyl)-6,7-dihydropyrazolo[1,5-a]-pyrazin-5(4H)-yl)(1-fluoro-cyclobutyl)methanone NCCN(C)CC1=NN2C(CN(CC2)C(=O)C2(CCC2)F)=C1C1CCC(CC1)(COC)COC